4-(5-cyclopropyl-1,2,4-oxadiazol-3-yl)-4-methylpiperidine hydrochloride Cl.C1(CC1)C1=NC(=NO1)C1(CCNCC1)C